(S)-N-(2-(2-cyano-4,4-difluoropyrrolidin-1-yl)-2-oxoethyl)-7-iodoquinoline-4-carboxamide C(#N)[C@H]1N(CC(C1)(F)F)C(CNC(=O)C1=CC=NC2=CC(=CC=C12)I)=O